N1N=C(C=2CCC=3C=NC=NC3C21)C(=O)N 4,5-dihydro-1H-pyrazolo[4,3-h]quinazoline-3-carboxamide